C(C)OC(CCC(=O)C1=NC(=CC=C1O)C#CC1=CC=CC=C1)=O 4-(3-Hydroxy-6-phenylethynyl-pyridin-2-yl)-4-oxo-butyric acid ethyl ester